N-(tert-butoxycarbonyl)-N'-(6-methacrylamidohexanoyl)hydrazine C(C)(C)(C)OC(=O)NNC(CCCCCNC(C(=C)C)=O)=O